tert-Butyl (3-cyano-4-(3-((S)-3-(dimethylamino)pyrrolidin-1-yl)-5-fluoro-7,9-dihydrofuro[3,4-f]quinazolin-6-yl)-7-fluorothieno[3,2-c]pyridin-2-yl)carbamate C(#N)C1=C(SC2=C1C(=NC=C2F)C=2C1=C(C=3C=NC(=NC3C2F)N2C[C@H](CC2)N(C)C)COC1)NC(OC(C)(C)C)=O